N,N-di(2-chloroethyl)aniline ClCCN(C1=CC=CC=C1)CCCl